C(C)(=O)N[C@@H]1[C@H](C=C(C(=O)O)O[C@H]1[C@H](O)[C@H](O)CO)NC=NN 5-(acetylamino)-4-[(aminoiminomethyl)-amino]-2,6-anhydro-3,4,5-trideoxy-D-glycero-D-galactonon-2-enonic acid